(1r,3r)-3-(3,5-difluorophenoxy)cyclobutane-1-amine hydrochloride Cl.FC=1C=C(OC2CC(C2)N)C=C(C1)F